3-hydroxy-3-methylbutan-2-one OC(C(C)=O)(C)C